FC1=C(C(=C(C(=C1[2H])[2H])N1C(C(NC(C1=C([2H])C=1N=CNC1C(C)(C)C)=O)=C)=O)[2H])[2H] (4-Fluoro-(phenyl-2,3,5,6-d4))-methylene-6-((5-(tert-butyl)-1H-imidazol-4-yl)methylene-d)piperazine-2,5-dione